N-(6-(5-chloro-6-fluoro-7-(1-methyl-1H-pyrrol-2-yl)-1H-indazol-4-yl)imidazo[1,2-a]pyrazin-2-yl)-2-fluorocyclopropane-1-carboxamide ClC=1C(=C2C=NNC2=C(C1F)C=1N(C=CC1)C)C=1N=CC=2N(C1)C=C(N2)NC(=O)C2C(C2)F